C=C(CCN1C=2C=CCCC2N(C2=CC=CC=C12)CCC(C(C=C)=C)=C)C(C=C)=C N,N'-bis(3,4-dimethylenehex-5-en-1-yl)dihydrophenazine